(1-(2-chloro-6-formyl-7H-pyrrolo[2,3-d]pyrimidin-7-yl)cyclohexyl)methyl-carbamic acid tert-butyl ester C(C)(C)(C)OC(NCC1(CCCCC1)N1C(=CC2=C1N=C(N=C2)Cl)C=O)=O